(naphthalen-2-ylsulfonyl)Phenylalanine C1=C(C=CC2=CC=CC=C12)S(=O)(=O)N[C@@H](CC1=CC=CC=C1)C(=O)O